BrC=1C=C(O[C@@H]([C@H](C=O)NC(OC(C)(C)C)=O)C)C=CC1 tert-butyl N-[(2R,3R)-3-(3-bromophenoxy)-1-oxobutan-2-yl]carbamate